2-[4-[8-[3-ethyl-4-[4-hydroxy-4-(methylaminomethyl)piperidine-1-carbonyl]anilino]imidazo[1,2-a]pyrazin-3-yl]-3-(trifluoromethyl)pyrazol-1-yl]acetonitrile formate C(=O)O.C(C)C=1C=C(NC=2C=3N(C=CN2)C(=CN3)C=3C(=NN(C3)CC#N)C(F)(F)F)C=CC1C(=O)N1CCC(CC1)(CNC)O